FC(=C1CCN(CC1)C1=C(C(=O)NC2=CC=C3C(=N2)N(N=C3)CC(C(F)(F)F)(F)F)C=CC(=C1)NS(=O)(=O)CCO)F 2-(4-(difluoromethylene)piperidin-1-yl)-4-((2-hydroxyethyl)sulfonamido)-N-(1-(2,2,3,3,3-pentafluoropropyl)-1H-pyrazolo[3,4-b]pyridin-6-yl)benzamide